(E)-4-(dimethylamino)-1-(4-(5-methylthiophene-2-carbonyl)piperazin-1-yl)but-2-en-1-one CN(C/C=C/C(=O)N1CCN(CC1)C(=O)C=1SC(=CC1)C)C